FC(C(=O)O)(F)F.NC1=C2C(=NC=N1)N(N=C2C=2C=CC1=C(N=C(O1)N)C2)CC2CNCC2 5-(4-amino-1-(pyrrolidin-3-ylmethyl)-1H-pyrazolo[3,4-d]pyrimidin-3-yl)benzo[d]oxazol-2-amine Trifluoroacetic Acid Salt